calcium(II) bis(trifluoromethanesulfonimide) [N-](S(=O)(=O)C(F)(F)F)S(=O)(=O)C(F)(F)F.[N-](S(=O)(=O)C(F)(F)F)S(=O)(=O)C(F)(F)F.[Ca+2]